4-Chloro-6-(5-(trifluoromethyl)-1H-pyrazol-3-yl)pyrimidin-2-amine ClC1=NC(=NC(=C1)C1=NNC(=C1)C(F)(F)F)N